C1OCC12O[C@@H](COC2)COC2=CC=C(C=C2)C=2C=C(C(NC2C(F)(F)F)=O)C(=O)N (S)-5-(4-((2,5,8-trioxaspiro[3.5]non-6-yl)methoxy)phenyl)-2-oxo-6-(trifluoromethyl)-1,2-dihydropyridine-3-carboxamide